(3-fluorophenyl)(4-methylenepiperidin-1-yl)methanone FC=1C=C(C=CC1)C(=O)N1CCC(CC1)=C